O=C1NC(CCC1N1C(C2=CC=C(C=C2C1=O)OCCOCCOC=1C=CC=2N(C1)C=C(N2)C2=CC=C(C=C2)C=2C(=NC(=CC2)N(C)C)F)=O)=O 2-[2,6-bis(oxo)piperidin-3-yl]-5-[2-[2-[2-[4-[6-(dimethylamino)-2-fluoro-pyridin-3-yl]phenyl]imidazo[1,2-a]pyridin-6-yl]oxyethoxy]ethoxy]isoindole-1,3-dione